(7S)-2-Benzyl-7-methyl-3-[(2S,4R)-2-methylpiperidin-4-yl]-3H,6H,7H,8H,9H-imidazo[4,5-f]chinolin C(C1=CC=CC=C1)C=1N(C=2C(=C3CC[C@@H](NC3=CC2)C)N1)[C@H]1C[C@@H](NCC1)C